trans-[4-[(5-fluoro-2-methylpyridin-4-yl)methyl]cyclohexyl]-[(3S)-3-pyrazin-2-yl-1,2-oxazolidin-2-yl]methanone FC=1C(=CC(=NC1)C)C[C@@H]1CC[C@H](CC1)C(=O)N1OCC[C@H]1C1=NC=CN=C1